CC(C(=O)OCC(CC)(C1=CC(=CC=C1)C(F)(F)F)NC(NC1=C(C=CC=C1CN1C(OC=C1)=N)N)=S)(C)C 2-[({2-amino-6-[(2-imino-2,3-dihydro-1,3-oxazol-3-yl)methyl]phenyl}carbamothioyl)amino]-2-[3-(trifluoromethyl)phenyl]butyl 2,2-dimethylpropanoate